C1(=CC=CC=C1)[C@H]1CC[C@H](CC1)OCC1C2(COC(N2)=O)CCCN1 (CIS)-6-({[(CIS)-4-phenylcyclohexyl]oxy}methyl)-3-oxa-1,7-diazaspiro[4.5]decan-2-one